9-(2-fluoroethyl)-5-methoxy-2,3,4,9-tetrahydro-1H-carbazole-4-carbonyl chloride FCCN1C2=CC=CC(=C2C=2C(CCCC12)C(=O)Cl)OC